3-methoxy-5-(trifluoromethyl)benzaldehyde COC=1C=C(C=O)C=C(C1)C(F)(F)F